1'-(3,7-dimethyl-1H-indazole-5-carbonyl)-2-(2,3-dimethylbutan-2-yl)-5H-spiro[benzo[d]thiazole-6,4'-piperidin]-4(7H)-one CC1=NNC2=C(C=C(C=C12)C(=O)N1CCC2(CC1)CC1=C(N=C(S1)C(C)(C(C)C)C)C(C2)=O)C